[Li].C(C)(C)(C)N tertiary butylamine lithium salt